ethyl-4-[[(ethylphenylamino) methylene]amino]benzoate C(C)OC(C1=CC=C(C=C1)N=CN(C1=CC=CC=C1)CC)=O